NC1=NC2=C(N1C[C@@H](CCCC1=C(C=NN1C)C1=NC(=CC(=C1)C(=O)O)C)C)C=C(C=C2)Br 2-[5-[(4R)-5-(2-amino-6-bromo-benzimidazol-1-yl)-4-methyl-pentyl]-1-methyl-pyrazol-4-yl]-6-methyl-pyridine-4-carboxylic acid